tert-butyl 2-[7-[2-cyano-6-fluoro-3-[[methyl(2-tetrahydropyran-2-yloxyethyl)sulfamoyl]amino]phenoxy]quinoxalin-2-yl]-7-azaspiro[3.5]nonane-7-carboxylate C(#N)C1=C(OC2=CC=C3N=CC(=NC3=C2)C2CC3(C2)CCN(CC3)C(=O)OC(C)(C)C)C(=CC=C1NS(N(CCOC1OCCCC1)C)(=O)=O)F